(Z)-6-((5-(((dec-4-en-1-yloxy)carbonyl)oxy)pentyl)(2-hydroxyethyl)amino)hexyl 4,4-bis(octyloxy)butanoate C(CCCCCCC)OC(CCC(=O)OCCCCCCN(CCO)CCCCCOC(=O)OCCC\C=C/CCCCC)OCCCCCCCC